monomethyl-amine CN